(2E)-3-(1,3-Benzodioxol-5-yl)-N,N-diphenyl-2-propenamide O1COC2=C1C=CC(=C2)/C=C/C(=O)N(C2=CC=CC=C2)C2=CC=CC=C2